C(#N)C1=C(C=CC=C1)[C@H]([C@@H](C)C=1N(C(C(=C(N1)C(=O)NC=1C=NOC1)O)=O)C)C=1C(=NN(C1)C)C 2-((1S,2R)-1-(2-cyanophenyl)-1-(1,3-dimethyl-1H-pyrazol-4-yl)propan-2-yl)-5-hydroxy-N-(isoxazol-4-yl)-1-methyl-6-oxo-1,6-dihydropyrimidine-4-carboxamide